2-((2-methoxyphenyl)(methyl)amino)-3,5-dihydro-4H-imidazol-4-one COC1=C(C=CC=C1)N(C1=NCC(N1)=O)C